C1(=CC=C(C=C1)OCC=1C=NNC1)C 4-((p-tolyloxy)methyl)-1H-pyrazole